FC=1C(=NC=CC1)CN1N=C2N([C@H](CC[C@H]2C(F)(F)F)C(=O)N2C[C@H](CC2)F)C1=O |&1:12,15| (5RS,8RS)-2-[(3-Fluoropyridin-2-yl)methyl]-5-{[(3S)-3-fluoropyrrolidin-1-yl]carbonyl}-8-(trifluoromethyl)-5,6,7,8-tetrahydro[1,2,4]triazolo[4,3-a]pyridin-3(2H)-one